CN1CCC(CC1)C1=CC=C(C=C1)C1=CC=C2CNC(C2=C1)=O 6-[4-(1-Methyl-4-Piperidyl)Phenyl]Isoindolin-1-One